8-methyl-7-(3-((3-(2-methylthiazol-4-yl)phenyl)amino)-7,8-dihydro-1,6-naphthyridin-6(5H)-yl)-4H-pyrimido[1,2-b]pyridazin-4-one CC1=CC=2N(N=C1N1CC=3C=C(C=NC3CC1)NC1=CC(=CC=C1)C=1N=C(SC1)C)C(C=CN2)=O